COCCOCC=1C=C(C=NC1)S(=O)(=O)Cl 5-[(2-methoxyethoxy)methyl]pyridine-3-sulfonyl chloride